O=S1(CC2=C(C=CC=C2C(C1)O[Si](C1=CC=CC=C1)(C1=CC=CC=C1)C(C)(C)C)Br)=O 2,2-dioxo-8-bromo-4-((tert-butyldiphenylsilyl)oxy)isothiochroman